z-butyl dicarbonate C(=O)(OCCCC)OC(=O)[O-]